2-(1-((benzyloxy)methyl)cyclopropyl)acetonitrile C(C1=CC=CC=C1)OCC1(CC1)CC#N